1-((((3R)-3-ethyl-5-oxopyrrolidin-2-yl)methyl)amino)imidazo[1,2-a][1,7]naphthyridine C(C)[C@H]1C(NC(C1)=O)CNC1=NC=CC=2C=CC=3N(C12)C=CN3